4-(5-(4-bromophenyl)-1-methyl-1H-1,2,4-triazol-3-yl)-3-chloro-5-methoxypyridine BrC1=CC=C(C=C1)C1=NC(=NN1C)C1=C(C=NC=C1OC)Cl